C(N)(OC1=C(C=CC=C1)CC(C(F)(F)F)(F)F)=O 2,2,3,3,3-pentafluoropropylphenyl carbamate